(S)-N5-(3-((2s,5R)-5-amino-1,3-dioxan-2-yl)propyl)-N7-methyl-3-phenyl-2,3-dihydrobenzofuran-5,7-dicarboxamide NC1COC(OC1)CCCNC(=O)C=1C=C(C2=C([C@@H](CO2)C2=CC=CC=C2)C1)C(=O)NC